Cl.FCC1(CC1)N 1-(fluoromethyl)cyclopropanamine hydrochloride